3-(8-(pyrimidin-2-yl)quinolin-5-yl)propionic acid N1=C(N=CC=C1)C=1C=CC(=C2C=CC=NC12)CCC(=O)O